C(C)(C)(C)OC(=O)N1CCN(CC1)C1CCC(CC1)N1N=C2C=C(C(=CC2=C1)NC(=O)C1=NC=2C(CCCC2C=C1)(F)F)C(=O)OC methyl 2-((1r,4r)-4-(4-(tert-butoxycarbonyl) piperazin-1-yl) cyclohexyl)-5-(8,8-difluoro-5,6,7,8-tetrahydroquinoline-2-carboxamido)-2H-indazole-6-carboxylate